COC1=C(C=CC=C1[N+](=O)[O-])C1=NN(C=C1)C 3-(2-methoxy-3-nitrophenyl)-1-methyl-1H-pyrazole